NC=1C=C2C(CNC(C2=CC1)=O)(F)F 6-amino-4,4-difluoro-2,3-dihydroisoquinolin-1-one